CC1=NC(=CC=C1N)OC=1C=NC(=CC1)C1=CC=CC=C1 2-methyl-6-((6-phenylpyridin-3-yl)oxy)pyridin-3-amine